C(C)(C)(C)P(CC=C(C)C)C(C)(C)C di-tert-butylprenylphosphine